6-oxo-1,3,4,7,8,8a-hexahydropyrrolo[1,2-a]pyrazine-2-carboxamide O=C1CCC2N1CCN(C2)C(=O)N